tert-Butyl (R)-3-(7-cyano-3-(4-phenoxyphenyl)-1H-pyrazolo[4,3-c]pyridin-1-yl)piperidine-1-carboxylate C(#N)C=1C2=C(C=NC1)C(=NN2[C@H]2CN(CCC2)C(=O)OC(C)(C)C)C2=CC=C(C=C2)OC2=CC=CC=C2